C(C1=CC=CC=C1)N1C[C@@H](CCC1)NC=1C(N(C(N(N1)CC1=CC=C(C=C1)OC)=O)C)=O 6-[[(3R)-1-Benzyl-3-piperidyl]amino]-2-[(4-methoxyphenyl)methyl]-4-methyl-1,2,4-triazine-3,5-dione